3-chloro-4-((3,5-difluoropyridin-2-yl)methoxy-d2)-5',6-dimethyl-2'-(3-(2-(2-carbonylpyrrolidin-1-yl)propan-2-yl)-1H-pyrazol-1-yl)-2H-[1,4'-bipyridin]-2-one ClC=1C(N(C(=CC1OC([2H])([2H])C1=NC=C(C=C1F)F)C)C1=CC(=NC=C1C)N1N=C(C=C1)C(C)(C)N1C(CCC1)=C=O)=O